2-(6-fluoro-9H-carbazol-2-yl)-N-(3-hydroxybenzyl)acetamide FC=1C=C2C=3C=CC(=CC3NC2=CC1)CC(=O)NCC1=CC(=CC=C1)O